ClC1=CC=C(C=C1)[C@@]1(N(C(C2=CC(=CC(=C12)F)C(C=1C=NN(C1)C)O)=O)CC1=CC=C(C=N1)C#N)O[C@@H]1CC(CC1)=O 6-{[(1R)-1-(4-chlorophenyl)-7-fluoro-5-[hydroxy(1-methyl-1H-pyrazol-4-yl)methyl]-3-oxo-1-[(3S)-oxocyclopent-3-yloxy]-2,3-dihydro-1H-isoindol-2-yl]methyl}pyridine-3-carbonitrile